The molecule is a member of the class of imidazolidinones that is dethiobiotin carrying a mercapto substituent at position 9. An intermediate in the biosynthesis of biotin. It has a role as an Escherichia coli metabolite. It is a monocarboxylic acid, a member of ureas, an imidazolidinone and a thiol. It derives from a (4R,5S)-dethiobiotin. C(CC[C@@H]1[C@@H](NC(=O)N1)CS)CCC(=O)O